2-ethyl isocyanate CCN=C=O